SCC1(SCC(SC1)(C)CS)C 2,5-dimercaptomethyl-2,5-Dimethyl-1,4-dithiane